5-[3-(piperidine-1-carbonyl)pyrazolo[1,5-a]pyridin-7-yl]-2-pyridyl-2-pyrimidin-5-yl-acetamide N1(CCCCC1)C(=O)C=1C=NN2C1C=CC=C2C=2C=CC(=NC2)C(C(=O)N)C=2C=NC=NC2